6-fluoro-N-isopropyl-N-(1,3-oxazol-5-ylmethyl)-1H-indole-2-carboxamide FC1=CC=C2C=C(NC2=C1)C(=O)N(CC1=CN=CO1)C(C)C